2-Methyl 6-bromo-4-chloro-7-fluoro-1H-indole-2-carboxylate BrC1=CC(=C2C=C(NC2=C1F)C(=O)OC)Cl